N-(4-([1,2,4]triazolo[1,5-c]pyrimidin-7-yloxy)-3-methylphenyl)-6-(methoxy-d3)-5-((1R,5R)-2-methyl-2,6-diazabicyclo[3.2.0]heptan-6-yl)quinazolin-4-amine N=1C=NN2C=NC(=CC21)OC2=C(C=C(C=C2)NC2=NC=NC1=CC=C(C(=C21)N2[C@@H]1CCN([C@@H]1C2)C)OC([2H])([2H])[2H])C